C(C)(C)(C)C1=CC=C(OCCCCC(=O)NC2=C(C(=O)NC3=C(C(=O)O)C=CC=C3)C=CC=C2)C=C1 2-(2-(5-(4-(tert-butyl)phenoxy)pentanoylamino)benzoylamino)benzoic acid